CN(C1=NC=CC=C1CNC1=NC(=NC=C1C(F)(F)F)NC1=CC=C(C(=O)O)C=C1)S(=O)(=O)C 4-({4-[({2-[methyl(methylsulfonyl)amino]pyridin-3-yl}methyl)amino]-5-(trifluoromethyl)pyrimidin-2-yl}amino)benzoic acid